2-(4'-chloro-[1,1'-biphenyl]-3-yl)-9,9-dimethyl-1,3-diphenyl-9H-fluorene ClC1=CC=C(C=C1)C1=CC(=CC=C1)C1=C(C=2C(C3=CC=CC=C3C2C=C1C1=CC=CC=C1)(C)C)C1=CC=CC=C1